6-[4-[(S or R)-[3-(2-Fluoroethoxy)-4-methoxy-phenyl]-phenyl-methyl]piperidine-1-carbonyl]-4H-1,4-benzoxazin-3-one FCCOC=1C=C(C=CC1OC)[C@@H](C1CCN(CC1)C(=O)C=1C=CC2=C(NC(CO2)=O)C1)C1=CC=CC=C1 |o1:12|